4-((2-(1H-pyrazol-4-yl)ethyl)amino)-5-chloro-6-methylpyrimidine N1N=CC(=C1)CCNC1=NC=NC(=C1Cl)C